benzyl 3-(sulfamoyloxy)piperidine-1-carboxylate S(N)(=O)(=O)OC1CN(CCC1)C(=O)OCC1=CC=CC=C1